3-(difluoromethoxy)-5-[3-(1H-imidazol-5-yl)imidazo[1,2-a]pyrimidin-2-yl]-1H-1,2,4-triazole FC(OC1=NNC(=N1)C=1N=C2N(C=CC=N2)C1C1=CN=CN1)F